FC1=C(C(=O)O)C=CC(=C1)I 2-fluoro-4-iodobenzoic acid